C(=C)[Si](O[Si](O[Si](C=C)(C)C)(C=C)C)(C)C 1,3,5-trivinylpentamethyltrisiloxane